C(C)(C)(C)C1[C@](N(CC[C@@]1(C(=O)O)CC1=NC(=CC(=C1F)C(CC)=O)NC1=NN(C(=C1)C)C(C)(C)C)C(=O)O)(C)C(C)(C)C Di-tert-butyl-(2R,4R)-4-((6-((1-(tert-butyl)-5-methyl-1H-pyrazol-3-yl)-amino)-3-fluoro-4-propionylpyridin-2-yl)methyl)-2-methylpiperidine-1,4-dicarboxylic acid